cobalt octasulfide [Co](=S)(=S)(=S)(=S)(=S)(=S)(=S)=S